CC(=O)OCC(=O)[C@@]12[C@@H](C[C@@H]3[C@@]1(C[C@@H]([C@]4([C@H]3CCC5=CC(=O)C=C[C@@]54C)F)O)C)OC6(O2)CCCC6 The molecule is a corticosteroid, an 11beta-hydroxy steroid, a fluorinated steroid, a 20-oxo steroid, an acetate ester, a spiroketal and a 3-oxo-Delta(1),Delta(4)-steroid. It has a role as an anti-inflammatory drug. It derives from a hydride of a pregnane.